ClC1=C(C=CC=C1F)F 2-chloro-1,3-difluorobenzene